(S)-9-fluoro-3-methyl-7-oxo-10-((R)-3-(quinazolin-4-ylamino)pyrrolidin-1-yl)-2,3-dihydro-7H-[1,4]oxazino[2,3,4-ij]quinoline-6-carboxylic acid FC=1C=C2C(C(=CN3C2=C(C1N1C[C@@H](CC1)NC1=NC=NC2=CC=CC=C12)OC[C@@H]3C)C(=O)O)=O